C1(CCCCC1)NS(=O)(=O)C1=C(C(=O)O)C=CC(=C1)NCCCCCCCC(F)(F)F (cyclohexylsulfamoyl)-4-(8,8,8-trifluorooctylamino)benzoic acid